[O-2].[O-2].[V+4] VANADIUM DIOXID